5-(difluoromethyl)-3-(6-methylthiopyrimidin-4-yl)pyrazolo[1,5-a]Pyrimidine-2-amine FC(C1=NC=2N(C=C1)N=C(C2C2=NC=NC(=C2)SC)N)F